2-((1r,2r)-1-(2-chloro-5-fluorophenyl)-1-(1-(1-cyano-2-methylpropan-2-yl)-1H-pyrazol-4-yl)propan-2-yl)-5-hydroxy-N-(isoxazol-4-yl)-1-methyl-6-oxo-1,6-dihydropyrimidine-4-carboxamide ClC1=C(C=C(C=C1)F)[C@H]([C@@H](C)C=1N(C(C(=C(N1)C(=O)NC=1C=NOC1)O)=O)C)C=1C=NN(C1)C(CC#N)(C)C